4-chlorotriazole ClC=1N=NNC1